(3S,11aR)-6-(benzyloxy)-3-methyl-5,7-dioxo-2,3,5,7,11,11a-hexahydro[1,3]oxazolo[3,2-a]pyrido[1,2-d]pyrazine-8-carboxylic acid C(C1=CC=CC=C1)OC=1C(C(=CN2C[C@@H]3N(C(C21)=O)[C@H](CO3)C)C(=O)O)=O